2-[4-({[(2S)-1-ethylpyrrolidin-2-yl]methyl}amino)pyrrolo[1,2-d][1,2,4]triazin-1-yl]-3-fluoro-5-methylphenol formate C(=O)OC1=C(C(=CC(=C1)C)F)C=1C=2N(C(=NN1)NC[C@H]1N(CCC1)CC)C=CC2